FC1=C(C(=CC=C1)C(F)(F)F)CNC(=O)C=1C(=NN2C1C=C(C=C2)OCC2=NC=CC=C2)C N-{[2-fluoro-6-(trifluoromethyl)phenyl]methyl}-2-methyl-5-[(pyridin-2-yl)methoxy]pyrazolo[1,5-a]pyridine-3-carboxamide